4-((trimethylsilyl)ethynyl)picolinic acid methyl ester COC(C1=NC=CC(=C1)C#C[Si](C)(C)C)=O